C(C)OC1=C(C=CC(=C1)OCC)C1CC(CC(C1)=O)=O 5-(2,4-diethoxyphenyl)-1,3-cyclohexanedione